5-(4-chlorophenyl)-1-(2,4-dichlorophenyl)-4-methyl-N-(1-piperidinyl)-1H-pyrazole-3-carboxamide ClC1=CC=C(C=C1)C1=C(C(=NN1C1=C(C=C(C=C1)Cl)Cl)C(=O)NN1CCCCC1)C